methyl 1-(2-chloro-5-fluoropyrimidin-4-yl)-3-methylazetidine-3-carboxylate ClC1=NC=C(C(=N1)N1CC(C1)(C(=O)OC)C)F